N1C(=CC2=CC=CC=C12)C(=O)O 1H-indole-2-formic acid